FC1(CC2(C1)C[C@@H](N(CC2)CC2=C1C=CNC1=C(C=C2OC)C)C2=CC=C(C(=O)N(C)C)C=C2)F (R)-4-(2,2-difluoro-7-((5-methoxy-7-methyl-1H-indol-4-yl)methyl)-7-azaspiro[3.5]nonan-6-yl)-N,N-dimethylbenzamide